ClC1=CC=C(C(=N1)C(=O)O)N[C@H](C)C1=C2N=C(C(=NC2=CC(=C1)C(F)(F)F)C#N)N1CC2(COC2)C1 (R)-6-chloro-3-((1-(2-cyano-3-(2-oxa-6-azaspiro[3.3]heptan-6-yl)-7-(trifluoromethyl)quinoxalin-5-yl)ethyl)amino)picolinic acid